isooctyl-3-(3,5-di-t-butyl-4-hydroxyphenyl)propionate C(CCCCC(C)C)OC(CCC1=CC(=C(C(=C1)C(C)(C)C)O)C(C)(C)C)=O